Tert-butyl (2S)-2-(2-{[(tert-butoxy)carbonyl]amino}acetamido)-3-phenylpropanoate C(C)(C)(C)OC(=O)NCC(=O)N[C@H](C(=O)OC(C)(C)C)CC1=CC=CC=C1